ClS(=O)(=O)C1=CC=C(C=C1)/C=C/C(=O)O (E)-3-[4-(chlorosulfonyl)phenyl]acrylic acid